1-isopropyl-3-(1-methyl-1H-imidazol-2-yl)-1H-pyrazolo[3,4-d]pyrimidin-4-amine C(C)(C)N1N=C(C=2C1=NC=NC2N)C=2N(C=CN2)C